nitroethenediamine C(=C(N)N)[N+](=O)[O-]